C(C1=CC=CC=C1)OC(N[C@@H]1[C@H](CNCC1)C(NC1(CC1)C1=NC=CC=N1)=O)=O [(3S,4S)-3-(1-Pyrimidin-2-yl-cyclopropylcarbamoyl)-piperidin-4-yl]-carbamic Acid Benzyl Ester